C(CCCCCCC\C=C/C\C=C/CCCCC)(=O)OCC1=CC(=CC(=C1)COC(=O)OCC1CN(CCC1)CC)COC(CCC12CC3CC(CC(C1)C3)C2)=O 3-(((3-((3r,5r,7r)-adamantan-1-yl)propanoyl)oxy)methyl)-5-(((((1-ethylpiperidin-3-yl)methoxy)carbonyl)oxy)methyl)benzyl (9Z,12Z)-octadeca-9,12-dienoate